O=CC[C@@H]1CC[C@H](CC1)C(=O)OC methyl trans-4-(2-oxoethyl)cyclohexane-1-carboxylate